ClC1=C2N(C(C(=N1)NCC1=CC(=CC(=C1)C)C)=O)[C@@H](CC2)C(=O)O (S)-1-chloro-3-((3,5-dimethylbenzyl)amino)-4-oxo-4,6,7,8-tetrahydropyrrolo[1,2-a]pyrazine-6-carboxylic acid